C(C=C)(=O)[O-].OC1=CC=CC=C1.[K+] potassium monohydroxybenzene acrylate